N-[[7-morpholino-5-(3-phenylpyrazol-1-yl)pyrazolo[1,5-a]pyrimidin-2-yl]methyl]propanamide O1CCN(CC1)C1=CC(=NC=2N1N=C(C2)CNC(CC)=O)N2N=C(C=C2)C2=CC=CC=C2